6-(4-methoxyphenyl)-2-((2,2,2-trifluoroethyl)amino)-8-(4-(1-((2-(trimethylsilyl)ethoxy)methyl)-1H-1,2,4-triazol-3-yl)phenyl)pyrido[2,3-d]pyrimidin-7(8H)-one COC1=CC=C(C=C1)C1=CC2=C(N=C(N=C2)NCC(F)(F)F)N(C1=O)C1=CC=C(C=C1)C1=NN(C=N1)COCC[Si](C)(C)C